OC1=C(CNCCNCC2=C(C=CC(=C2)CCC(=O)O)O)C=C(C=C1)CCC(=O)O N,N'-Bis(2-hydroxy-5-(carboxyethyl)-benzyl)ethylenediamine